N1C=C(C2=CC=CC=C12)C(=O)N1C[C@H](N([C@@H](C1)C)C(=O)C1=C(C=C(C=C1)OC)F)C ((2R,6R)-4-(1H-indole-3-carbonyl)-2,6-dimethylpiperazin-1-yl)(2-fluoro-4-methoxyphenyl)methanone